C/C(=C/CCCC\C=C\CC)/C1=CC2=CC=CC=C2C=C1 2-((2Z,8E)-undeca-2,8-dien-2-yl)naphthalene